1-(2-hydroxy-3-methyl-phenyl)-1-(3-methyl-4-hydroxyphenyl)octadecane OC1=C(C=CC=C1C)C(CCCCCCCCCCCCCCCCC)C1=CC(=C(C=C1)O)C